tetrakisacetonitrile copper (I) hexafluorophosphate F[P-](F)(F)(F)(F)F.[Cu+].C(C)#N.C(C)#N.C(C)#N.C(C)#N